C12(CCC(CC1)C2)OC(C)OC(=O)C2C1C=CC(C2)C1=O 5-(1-(1-norbornyloxy)ethoxycarbonyl)-7-oxo-bicyclo[2.2.1]Hept-2-ene